(S)-N-(1-cyanocyclopropyl)-8-(4-(tetrahydrofuran-2-carbonyl)piperazin-1-yl)-3-(5-(trifluoromethyl)-1,3,4-thiadiazol-2-yl)imidazo[1,5-a]pyridine-6-sulfonamide C(#N)C1(CC1)NS(=O)(=O)C=1C=C(C=2N(C1)C(=NC2)C=2SC(=NN2)C(F)(F)F)N2CCN(CC2)C(=O)[C@H]2OCCC2